C(C)(C)(C)OC(=O)N1CCC(CC1)C=1SC2=C(N1)C(=C(N2C(=O)OC(C)(C)C)C=2C(=C(C=1N(C2)N=CN1)C)C)C(C)C tert-butyl 2-(1-(tert-butoxycarbonyl)piperidin-4-yl)-5-(7,8-dimethyl-[1,2,4]triazolo[1,5-a]pyridin-6-yl)-6-isopropyl-4H-pyrrolo[3,2-d]thiazole-4-carboxylate